4,4',4''-((((1,3,5-triazine-2,4,6-triyl)tris(oxy))tris(propane-3,1-diyl))tris(sulfanediyl))tris(butane-1-thiol) N1=C(N=C(N=C1OCCCSCCCCS)OCCCSCCCCS)OCCCSCCCCS